BrC=1C=C(C=CC1)C=1C(=NN(C1C)C)C 4-(3-bromophenyl)-1,3,5-trimethyl-1H-pyrazole